NC=1C=C(CNC2=NC=3N(C(=N2)N)N=C(N3)C=3OC=CC3)C=CC1 N5-(3-aminobenzyl)-2-(furan-2-yl)-[1,2,4]triazolo[1,5-a][1,3,5]triazine-5,7-diamine